C[C@]12O[C@@H]3C[C@H]1C[C@H](C2)[C@H]3C (2R,3aR,5R,6aR,7R)-6a,7-Dimethylhexahydro-2H-2,5-methanocyclopenta[b]furan